NC1=CC=C(C=C1)[Si](OCC)(OCC)OCC (4-aminophenyl)triethoxysilane